C(CCC)NC(OC(C)(C)C)=O tert-butyl butylcarbamate